C(C1=CC=CC=C1)OC(=O)N[C@@H](C(=O)O)C1CCNCC1 (R)-2-(((benzyloxy)carbonyl)amino)-2-(piperidin-4-yl)acetic acid